diphenyl-decahydronaphthalene-2,4-dicarboxylic acid diphenyl ester C1(=CC=CC=C1)OC(=O)C1C(C2CCCCC2C(C1)C(=O)OC1=CC=CC=C1)(C1=CC=CC=C1)C1=CC=CC=C1